C1(CCCCC1)[S+](C1C(CCCC1)=O)C cyclohexyl-methyl-(2-oxo-cyclohexyl)sulfonium